C(CCC)N1CCC(CC1)C=1C(=C2CN(C(C2=CC1F)=O)C1C(NC(CC1)=O)=O)F 3-(5-(1-butylpiperidin-4-yl)-4,6-difluoro-1-oxoisoindolin-2-yl)piperidine-2,6-dione